2-((R)-7-(4-Fluorobenzoyl)-8-methyl-3-(3-methyl-1,2,4-thiadiazol-5-yl)-5,6,7,8-Tetrahydroimidazo[1,5-a]pyrazin-1-yl)pentan-3-one FC1=CC=C(C(=O)N2[C@@H](C=3N(CC2)C(=NC3C(C)C(CC)=O)C3=NC(=NS3)C)C)C=C1